C(C)(C)(C)C1=CC=C(C=C1)N1C2=CC=C(C=C2C=2C=C(C=CC12)[Si](C1=CC=CC=C1)(C1=CC=CC=C1)C1=CC=CC=C1)[Si](C1=CC=CC=C1)(C1=CC=CC=C1)C1=CC=CC=C1 9-(4-t-butylphenyl)-3,6-bis(triphenylsilyl)-9H-carbazole